N-[2-(2,3,3a,4,6,6a-hexahydro-1H-pyrrolo[3,4-c]pyrrol-5-yl)ethyl]-4-[[(7R)-8-cyclopentyl-7-ethyl-5-methyl-6-oxo-7H-pteridin-2-yl]amino]-3-methoxy-benzamide C1NCC2C1CN(C2)CCNC(C2=CC(=C(C=C2)NC2=NC=1N([C@@H](C(N(C1C=N2)C)=O)CC)C2CCCC2)OC)=O